(S)-1-((2S,4R)-1-methyl-4-(trifluoromethoxy)pyrrolidin-2-yl)ethan-1-ol CN1[C@@H](C[C@H](C1)OC(F)(F)F)[C@H](C)O